NC=1C=CC2=C(C(=NOC2=O)C2CC2)C1 6-amino-4-cyclopropyl-1H-benzo[d][1,2]oxazin-1-one